[Na].COC=1C=C2C=CC(=CC2=CC1)C(C)O 1-(6-methoxy-2-naphthyl)ethanol sodium